C[Si](NCCN[Si](C)(C)C)(C)C N1,N2-bis(trimethylsilyl)ethane-1,2-diamine